C(CC1=CC=CC=C1)C=1C=C2C(=CN1)NC=C2 5-phenethyl-1H-pyrrolo[2,3-c]pyridine